2-hydroxy-1-oxa-3,4-diazol-5-yl-2-hydroxy-1-oxa-3,5-diazol-4-yl-nitrogen OC=1OC(=NN1)[N]C=1N=C(ON1)O